2-((tert-butyldimethylsilyloxy)methyl)-6-(3,3-Difluoroazetidin-1-yl)pyridine [Si](C)(C)(C(C)(C)C)OCC1=NC(=CC=C1)N1CC(C1)(F)F